(S)-11-bromo-9-fluoro-1,2,4a,5-tetrahydro-4H-[1,4]oxazino[4',3':4,5][1,4]oxazino[3,2-b]quinoline BrC=1C=C(C=C2C=C3C(=NC12)N1[C@H](CO3)COCC1)F